(1r,4r)-4-(2-bromoacetyl)cyclohexane-1-carboxylic acid methyl ester COC(=O)C1CCC(CC1)C(CBr)=O